C(C)(C)(C)OC(=O)NCCCCC(C(=O)O)N(C)C 6-{[(tert-butoxy)carbonyl]amino}-2-(dimethylamino)hexanoic acid